(2S,4R)-1-(2-(3-acetyl-5-(5,6,7,8-tetrahydroimidazo[1,2-a]pyridin-3-yl)-1H-indazol-1-yl)acetyl)-N-(6-bromopyridin-2-yl)-4-fluoropyrrolidine-2-carboxamide C(C)(=O)C1=NN(C2=CC=C(C=C12)C1=CN=C2N1CCCC2)CC(=O)N2[C@@H](C[C@H](C2)F)C(=O)NC2=NC(=CC=C2)Br